menthyl 4-(N,N-dimethylamino)-4-oxobutanoate CN(C)C(CCC(=O)OC1CC(CCC1C(C)C)C)=O